2,4-difluoro-3,5-diiodo-aniline FC1=C(N)C=C(C(=C1I)F)I